[Ru+2].C1(=CC=CC=C1)P(C1=CC=CC=C1)C1=CC=CC=C1.C1(=CC=CC=C1)P(C1=CC=CC=C1)C1=CC=CC=C1.C1(=CC=CC=C1)P(C1=CC=CC=C1)C1=CC=CC=C1 tri(triphenylphosphine) ruthenium (II)